(R)-6-Fluoro-2,10-dimethyl-7-(6-(3-(piperidin-1-yl)propoxy)pyridin-3-yl)-9,10-Dihydro-8-oxa-2,4,10a-triazanaphtho[2,1,8-cde]azulene-1(2H)-one FC=1C=C2N=CC=3N(C(N4[C@@H](COC(=C2C34)C1C=1C=NC(=CC1)OCCCN1CCCCC1)C)=O)C